COC=1C(=CC2=C(N=C(S2)NC(C(OC2=CC=C(C=C2)OC)C2=CC(=CC=C2)S(=O)(=O)CC)=O)C1)OC N-(5,6-dimethoxybenzothiazol-2-yl)-2-[3-(ethylsulfonyl)phenyl]-2-(4-methoxyphenoxy)acetamide